ethyl 2,2-dimethyl-4-oxo-3,8,11,14-tetraoxa-5-azaheptadecane-17-oate CC(C)(OC(NCCOCCOCCOCCC(=O)OCC)=O)C